BrC(C(C)=O)(CCCC)Br 3,3-dibromo-2-heptanone